OC1=CC=C(C=C1)/C(=C(\CC)/C1=CC=CC=C1)/C1=CC=C(OCCCC=2NC3=CC=C(C=C3C2)C=2C=C3CN(C(C3=CC2)=O)C2C(NC(CC2)=O)=O)C=C1 (Z)-3-(5-(2-(3-(4-(1-(4-hydroxyphenyl)-2-phenylbut-1-en-1-yl)phenoxy)propyl)-1H-indol-5-yl)-1-oxoisoindolin-2-yl)piperidine-2,6-dione